C(CCCC)(=O)OC(CCC)=O butyric-valeric anhydride